BrC1=CC(=C(C=C1)C=1NC(C2=C(N1)N(N=N2)CC2=CC=C(C=C2)OC)=O)OC2CCCC2 5-(4-bromo-2-(cyclopentyloxy)phenyl)-3-(4-methoxybenzyl)-3,6-dihydro-7H-[1,2,3]triazolo[4,5-d]pyrimidin-7-one